6-(3-((2-(((1R,5S,6r)-3-oxabicyclo[3.1.0]hexan-6-yl)amino)pyridin-4-yl)methyl)-4,4-dimethyl-2,5-dioxoimidazolidin-1-yl)-3,3-dimethylindoline-1-carboxamide [C@H]12COC[C@@H]2C1NC1=NC=CC(=C1)CN1C(N(C(C1(C)C)=O)C1=CC=C2C(CN(C2=C1)C(=O)N)(C)C)=O